COCCNC1=NC(=NC=N1)NCCOC bis(2-methoxyethyl)-1,3,5-triazine-2,4-diamine